FC=1C=C(C=CC1F)C1=CC(=CC=C1)S(=O)(=O)N 3',4'-difluoro-[1,1'-biphenyl]-3-sulfonamide